2-[3-(2,8-diazaspiro[4.5]dec-8-yl)-1,2,4-triazin-6-yl]-5-(1H-pyrazol-4-yl)phenol dihydrochloride Cl.Cl.C1NCCC12CCN(CC2)C=2N=NC(=CN2)C2=C(C=C(C=C2)C=2C=NNC2)O